(±)-trans-N-[8-chloro-7-cyano-6-(4-methyl-3-pyridyl)-3-isoquinolyl]-2-cyano-cyclopropanecarboxamide ClC=1C(=C(C=C2C=C(N=CC12)NC(=O)[C@H]1[C@@H](C1)C#N)C=1C=NC=CC1C)C#N |r|